C(C)(C)(C)C=1C=C(C=C(C1OC)C(C)(C)C)C1=C2C=C(C(C2=CC(=C1OC)C(C)(C)C)[Si](C1C(=C(C(=C1C)C)C)C)(C)C)C (4-(3,5-Di-tert-butyl-4-methoxyphenyl)-6-tert-butyl-5-methoxy-2-methylindenyl)dimethyl-(2,3,4,5-tetramethylcyclopentadienyl)silane